(S)-1-(3-bromo-6-methoxy-5-(trifluoromethyl)pyridin-2-yl)-4-(tert-butoxycarbonyl)piperazine BrC=1C(=NC(=C(C1)C(F)(F)F)OC)N1CCN(CC1)C(=O)OC(C)(C)C